[N+](=O)([O-])C1=CC=C(OP(=O)(OC2=CC=CC=C2)N[C@@H](C)C(=O)OCC(CC)CC)C=C1 2-ethylbutyl ((4-nitrophenoxy)(phenoxy)phosphoryl)alaninate